hydroxypyrazole manganese [Mn].OC1=NNC=C1